CC(C)(C)C1=CC=C(C=C1)O p-sec-butylphenol